N,N-diethyl-2,3,5,6-tetrafluorobenzamide C(C)N(C(C1=C(C(=CC(=C1F)F)F)F)=O)CC